FC(S(=O)(=O)OC1CC(C1)(F)F)(F)F 3,3-Difluorocyclobutyl trifluoromethanesulfonate